2-(3-Cyanophenyl)-5-trifluoromethyl-2H-pyrazole-3-carboxylic acid {3-[hydroxy-(6-methoxy-naphthalen-2-yl)-methyl]-phenyl}-amide OC(C=1C=C(C=CC1)NC(=O)C=1N(N=C(C1)C(F)(F)F)C1=CC(=CC=C1)C#N)C1=CC2=CC=C(C=C2C=C1)OC